[(1S,2S)-1-methyl-2-(o-tolyl)propyl] (2S)-2-[(3-hydroxy-4-methoxypyridine-2-carbonyl)amino]propanoate OC=1C(=NC=CC1OC)C(=O)N[C@H](C(=O)O[C@H]([C@@H](C)C1=C(C=CC=C1)C)C)C